FC1(OC2=C(O1)C=CC(=C2)C=2C=C(C=C(C2)C=2C=NN(C2)C)[C@@H](C)NC(C2=C(C=CC(=C2)OCCN(C)C)C)=O)F (R)-N-(1-(3-(2,2-difluorobenzo[d][1,3]dioxol-5-yl)-5-(1-methyl-1H-pyrazol-4-yl)phenyl)ethyl)-5-(2-(dimethylamino)ethoxy)-2-methylbenzamide